ClC1=C(C=C(C=C1)C1=CN(C(C=C1)=O)C(C)C)C[C@@H](C(=O)NC1=CC=C(C=C1)C1=NN=CN1C)NC(OC(CF)CF)=O [2-fluoro-1-(fluoromethyl)ethyl] N-[(1S)-1-[[2-chloro-5-(1-isopropyl-6-oxo-3-pyridyl)phenyl]methyl]-2-[4-(4-methyl-1,2,4-triazol-3-yl)anilino]-2-oxo-ethyl]carbamate